CP(=O)(C)C1=C(C=CC(=C1)C1=NC(=NC=C1)NC)NC1=NC(=NC=C1C(F)(F)F)NC1=CC=C(C(=O)O)C=C1 4-((4-((2-(dimethylphosphoryl)-4-(2-(methylamino)pyrimidin-4-yl)phenyl)amino)-5-(trifluoromethyl)pyrimidine-2-yl)amino)benzoic acid